2-(t-butylamino)-4-chloro-6-(ethylamino)-S-triazine C(C)(C)(C)NC1=NC(=NC(=N1)Cl)NCC